O1COC2=C1C=CC=C2CNCC2=CC(=NC=C2)N2CCC(CC2)CCC N-(1,3-benzodioxol-4-ylmethyl)-1-[2-(4-propyl-1-piperidyl)-4-pyridyl]methanamine